OCCN(C1=CC=C(C=C1)/C=C/C(=O)C1=CC=C(C=C1)NC(C1=CC=C(C=C1)CCCCCCCCC)=O)C N-[4-[(E)-3-[4-[2-Hydroxyethyl(methyl)amino]phenyl]prop-2-enoyl]phenyl]-4-nonylbenzamide